CC1=C(OC=2CCC3=CN(N=C3C21)C[C@@H]2CN(CCO2)C)C(=O)NC[C@H]2OCCC2 8-methyl-2-{[(2S)-4-methylmorpholin-2-yl]methyl}-N-[(2S)-tetrahydrofuran-2-ylmethyl]-4,5-dihydro-2H-furo[2,3-g]indazole-7-carboxamide